3-(4-bromo-2,6-dimethoxyphenyl)-5-ethyl-1,2,4-oxadiazole BrC1=CC(=C(C(=C1)OC)C1=NOC(=N1)CC)OC